2-(2-chloro-5-fluorophenyl)-N-(1-methoxy-5-sulfamoylisoquinolin-7-yl)acetamide ClC1=C(C=C(C=C1)F)CC(=O)NC1=CC(=C2C=CN=C(C2=C1)OC)S(N)(=O)=O